O[C@H](CN1N=CC(=C1)C=1NC=CC1)C 2-(1-((S)-2-hydroxypropyl)-1H-pyrazol-4-yl)-1H-pyrrole